C1(CCC1)C1=CC=C2C=C(C(=NC2=C1C=1SC(=NN1)C1=CC=CC=C1)OC)C(=O)O 7-cyclobutyl-2-methoxy-8-(5-phenyl-1,3,4-thiadiazol-2-yl)quinoline-3-carboxylic acid